ethyl 4-(4'-((5-chloro-3-fluoropyridin-2-yl) oxy)-3'-fluoro-[1,1'-biphenyl]-3-yl)-3-oxobutanoate ClC=1C=C(C(=NC1)OC1=C(C=C(C=C1)C1=CC(=CC=C1)CC(CC(=O)OCC)=O)F)F